CC=1C(=C2C=NN(C2=CC1)C1OCCCC1)B1OC(C(O1)(C)C)(C)C 5-methyl-(tetrahydro-2H-pyran-2-yl)-4-(4,4,5,5-tetramethyl-1,3,2-dioxaborolan-2-yl)-1H-indazole